CC1CCC(N(C1)C(C(=O)O)=O)C=1C=CC2=C(N=C(S2)C)C1 2-(5-Methyl-2-(2-methylbenzo[d]thiazol-5-yl)piperidin-1-yl)-2-oxoacetic acid